C1(=CC=CC=C1)P(CCP(C1=CC=CC=C1)C1=CC=CC=C1)C1=CC=CC=C1 1,2-bis(di-phenylphosphino)ethane